Tetrahydro-2H-furo[3,4-b]pyran-5,7-dione O1C2C(CCC1)C(OC2=O)=O